tert-butyl (8-fluoro-9-methyl-5,6-dihydro-4H-pyrrolo[3,2,1-ij]quinolin-5-yl)(methyl)carbamate FC=1C=C2CC(CN3C2=C(C1C)C=C3)N(C(OC(C)(C)C)=O)C